Natrium maleat C(\C=C/C(=O)[O-])(=O)[O-].[Na+].[Na+]